NC=1N=C2N(C=C(C=C2)C2=C(C(=CC=C2)F)C)C1C(=O)C1NCC1 (2-amino-6-(3-fluoro-2-methylphenyl)imidazo[1,2-a]pyridin-3-yl)(azetidin-2-yl)methanone